pentaerythritol di-phosphite P(O)(O)OCC(COP(O)O)(CO)CO